CC1C(NC=2C=CC=C3C=C(N1C32)C(=O)O)=O 11-methyl-10-oxo-1,9-diazatricyclo[6.3.1.04,12]dodeca-2,4,6,8(12)-tetraene-2-carboxylic acid